C(#N)C=1C=C2C(=NC1)NC=C2 5-cyano-1H-pyrrolo[2,3-b]pyridine